ClC1=NC=C(C(=N1)NC=1C=CC=C2CCN(C12)S(=O)(=O)C)C#N 2-chloro-4-((1-(methylsulfonyl)indolin-7-yl)amino)pyrimidin-5-carbonitrile